[NH+]=1NN=NC1.[Na+] monosodium tetrazolium salt